ClC1=C(C(=O)N2CCN(CC2)C(=O)OC(C)(C)C)C=CC(=C1)NC=1C=2N(C=CN1)C(=CN2)I tert-Butyl 4-[2-chloro-4-[(3-iodoimidazo[1,2-a]pyrazin-8-yl)amino]benzoyl]piperazine-1-carboxylate